N-benzyl-6-fluoro-1-(hydroxymethyl)indene-1-carboxamide C(C1=CC=CC=C1)NC(=O)C1(C=CC2=CC=C(C=C12)F)CO